ClC1=C(C(=O)NCC2CCNCC2)C=CC(=C1)NC=1C=2N(C=CN1)C(=CN2)C2=C(C(=C(C=C2)OC(F)F)F)F 2-chloro-4-[[3-[4-(difluoromethoxy)-2,3-difluoro-phenyl]imidazo[1,2-a]pyrazin-8-yl]amino]-N-(4-piperidylmethyl)benzamide